C(CCCCC(=O)OC1CC(N(C(C1)(C)C)C)(C)C)(=O)OC1CC(N(C(C1)(C)C)C)(C)C bis(1,2,2,6,6-pentamethyl-4-piperidyl) adipate